N-(2-chloro-3-(3'-chloro-6-methoxy-5-((((5-oxopyrrolidin-2-yl)methyl)amino)methyl)-[2,4'-bipyridin]-2'-yl)phenyl)-5-((4-hydroxypiperidin-1-yl)methyl)-4-methoxypicolinamide ClC1=C(C=CC=C1C1=NC=CC(=C1Cl)C1=NC(=C(C=C1)CNCC1NC(CC1)=O)OC)NC(C1=NC=C(C(=C1)OC)CN1CCC(CC1)O)=O